N-(6-(difluoromethoxy)pyridin-3-yl)-N-((5-(5-(difluoromethyl)-1,3,4-oxadiazol-2-yl)thiazol-2-yl)methyl)ethanesulfonamide FC(OC1=CC=C(C=N1)N(S(=O)(=O)CC)CC=1SC(=CN1)C=1OC(=NN1)C(F)F)F